C(C1=CC(C(=O)O)=CC=C1)(=O)O.[Li] Lithium isophthalic acid